N1=C(C=CC=C1)CCNC(NC1=C(N=NS1)C(=O)OCC)=O Ethyl 5-(3-(2-(pyridin-2-yl) ethyl) ureido)-1,2,3-thiadiazole-4-carboxylate